NC=1N(N=C2CN(CCC21)CCC)C(=O)C2CCNC1=CC=C(C=C21)F (3-amino-6-propyl-4,5,6,7-tetrahydropyrazolo[3,4-c]pyridin-2-yl)(6-fluoro-1,2,3,4-tetrahydroquinolin-4-yl)methanone